ClC1=C(C=C(C(=C1)OC1=CC(=CC=C1)Cl)S(N)(=O)=O)NC(CC1=C(C(=CC=C1)F)Cl)=O N-[2-chloro-4-(3-chlorophenoxy)-5-sulfamoylphenyl]-2-(2-chloro-3-fluorophenyl)acetamide